OCCOC=1N(C2=C(N1)C=CC(=C2)C(=O)N)C (2-hydroxyethoxy)-3-methylbenzimidazole-5-carboxamide